C(CCCCCCCC=CCCCC)N 9-tetradecenyl-amine